(trans)-3-chloro-5-(4-(trifluoromethyl)phenyl)-6,6a,7,8,9,10-hexahydro-5H-dipyrido[1,2-a:3',2'-e]pyrazine-8-carboxylic acid ClC1=CC=2N(C[C@H]3N(C2N=C1)CC[C@H](C3)C(=O)O)C3=CC=C(C=C3)C(F)(F)F